1-chloro-2,2,5,5-tetramethyl-4-imidazolone ClN1C(NC(C1(C)C)=O)(C)C